COCOC1=CC2=C(C3=CC=CC=C3C(=C2C=C1)C)C 2-methoxymethoxy-9,10-dimethyl-anthracene